3,3,3-trifluoropropyl methyl sulfone CS(=O)(=O)CCC(F)(F)F